(R)-(4-(ethylthio)phenyl)-2,2-dimethyloxazolidine-3-carboxylic acid benzyl ester C(C1=CC=CC=C1)OC(=O)N1C(OC[C@H]1C1=CC=C(C=C1)SCC)(C)C